ClC=1C=CC=2C(=C3N(C2C1C=1C(=NC=NC1C)C)[C@@H](CN(C3=O)C3=NN(C=1C=CC=C(C31)C(=O)O)C)C)CCCOC3=CC(=C(C(=C3)C)Cl)C 3-[(4R)-7-chloro-10-[3-(4-chloro-3,5-dimethyl-phenoxy)propyl]-6-(4,6-dimethylpyrimidin-5-yl)-4-methyl-1-oxo-3,4-dihydropyrazino[1,2-a]indol-2-yl]-1-methyl-indazole-4-carboxylic Acid